S(C)(=O)(=O)O.NC=1N=NC=CN1 3-Amino-1,2,4-triazine mesylate